3-{4-[(2-amino-4-pyrimidinyl)oxy]-3-ethylphenyl}-1-[4-fluoro-3-(trifluoromethyl)phenyl]-2,4-imidazolidinedione NC1=NC=CC(=N1)OC1=C(C=C(C=C1)N1C(N(CC1=O)C1=CC(=C(C=C1)F)C(F)(F)F)=O)CC